(5R)-2-(2,2-difluoro-3-phenylpropanoyl)-9,9-dimethyl-8-oxo-2-azaspiro[4.5]dec-6-ene-7-carbonitrile FC(C(=O)N1C[C@]2(CC1)C=C(C(C(C2)(C)C)=O)C#N)(CC2=CC=CC=C2)F